(1R,4R)-4-acetamido-N-((S)-(3-chloro-2-fluoro-5-hydroxyphenyl)(4-fluoro-bicyclo[2.2.1]hept-1-yl)methyl)-3,3-difluorocyclopentane-1-carboxamide C(C)(=O)N[C@H]1C(C[C@@H](C1)C(=O)N[C@@H](C12CCC(CC1)(C2)F)C2=C(C(=CC(=C2)O)Cl)F)(F)F